COCOC=1C=C(C=CC2=CC(=C(C=C2)OCOC)OC)C=C(C1)OCOC 4-(3,5-bis(methoxymethoxy)styryl)-2-methoxy-1-(methoxymethoxy)benzene